5-((1-(3-aminopropyl)azetidin-3-yl)oxy)-2-(2,6-dioxopiperidin-3-yl)isoindoline-1,3-dione NCCCN1CC(C1)OC=1C=C2C(N(C(C2=CC1)=O)C1C(NC(CC1)=O)=O)=O